SC(C(O)(O)C1=CC=CC=C1)CCC mercaptophenylpentanediol